NC1=NC=NN2C1=C(C=C2C=2C=CC(=C(C(=O)N[C@@H]1CN(C[C@@H]1F)C(=O)C=1N=C(OC1)C)C2)C)C(F)(F)F 5-[4-amino-5-(trifluoromethyl)pyrrolo[2,1-f][1,2,4]triazin-7-yl]-N-[(3R,4S)-4-fluoro-1-(2-methyl-1,3-oxazole-4-carbonyl)pyrrolidin-3-yl]-2-methylbenzamide